N-(2,2-Difluoropropyl)-5-(1-methyl-1H-benzo[d][1,2,3]triazol-6-yl)-7H-pyrrolo[2,3-d]pyrimidin-2-amine FC(CNC=1N=CC2=C(N1)NC=C2C=2C=CC1=C(N(N=N1)C)C2)(C)F